1-(1-(4-Fluoro-3-hydroxy-phenyl)-1H-indazol-5-yl)-N-methylpiperidine-4-carboxamide FC1=C(C=C(C=C1)N1N=CC2=CC(=CC=C12)N1CCC(CC1)C(=O)NC)O